C(C)OC(C(=O)NCC(=O)C1=C(C=CC=C1)OC)=O.C[Si](O[Si](O[Si](C)(O[Si](C)(C)C)O[Si](C)(C)C)(O[Si](C)(O[Si](C)(C)C)O[Si](C)(C)C)C=CC1=CC=CC=C1)(O[Si](C)(C)C)O[Si](C)(C)C tris[methylbis(trimethylsiloxy)siloxy]silylstyrene ethyl-2-((2-(2-methoxyphenyl)-2-oxoethyl)amino)-2-oxoacetate